N1CCC(CC1)N1NC(C2=CC=CC=C12)=O 1-(4-piperidinyl)-2H-indazol-3-one